glycerol trimercaptopropionate SC(CC(=O)OCC(O)CO)(S)S